C(C)(C)(C)OC(C1=C(C(=CC=C1N)OC1=C(C(=CC=C1F)N(S(=O)(=O)CCC)S(=O)(=O)CCC)Cl)C)=O tert-butyl-6-amino-3-{2-chloro-6-fluoro-3-[N-(propane-1-sulfonyl)propane-1-sulfonamido]phenoxy}-2-methylbenzoate